O=C1NC=C(N1)C1=C(C=CC=C1)NC(C1=CC=C(C=C1)OCCN1CCCCC1)=O N-(2-(2-oxo-2,3-dihydro-1H-imidazol-4-yl)phenyl)-4-(2-(piperidin-1-yl)ethoxy)benzamide